calcium-manganese phosphate P(=O)([O-])([O-])[O-].[Mn+2].[Ca+2]